3-(7-(4-((2,2-dimethylpiperazin-1-yl)methyl)piperidin-1-yl)-1-methyl-1H-indazol-3-yl)piperidine-2,6-dione CC1(N(CCNC1)CC1CCN(CC1)C=1C=CC=C2C(=NN(C12)C)C1C(NC(CC1)=O)=O)C